trans-(4-aminopiperidin-1-yl)(3-(3,4-dihydroisoquinolin-2(1H)-yl)-4-hydroxypyrrolidin-1-yl)ketone NC1CCN(CC1)C1N(CC(C1N1CC2=CC=CC=C2CC1)O)C(=O)N1C(C(C(C1)O)N1CC2=CC=CC=C2CC1)N1CCC(CC1)N